2-(1H-indazol-5-yl)-5-methyl-1,3,4-oxadiazole N1N=CC2=CC(=CC=C12)C=1OC(=NN1)C